(4-{[(1S,4S,5R,8S,9R,12R,13R)-1,5,9-trimethyl-11,14,15,16-tetraoxatetracyclo[10.3.1.04,13.08,13]hexadecan-10-yl]amino}butyl)trimethylammonium maleate C(\C=C/C(=O)[O-])(=O)[O-].C[C@@]12CC[C@H]3[C@@H](CC[C@H]4[C@H](C(O[C@@H]([C@@]34OO1)O2)NCCCC[N+](C)(C)C)C)C.C[C@@]21CC[C@H]3[C@@H](CC[C@H]4[C@H](C(O[C@@H]([C@@]34OO2)O1)NCCCC[N+](C)(C)C)C)C